ClC=1C=C(C(=O)O)C=CC1N1CCN(CC1)CC(=O)NC1=C(C=CC=C1)OCC 3-chloro-4-(4-(2-((2-ethoxyphenyl)amino)-2-oxoethyl)piperazine-1-yl)benzoic acid